(2S,3R,5R)-4-[[5-(1,1-difluoroethyl)-3-(3,4-Difluoro-2-methoxy-phenyl)-5-methyl-tetrahydrofuran-2-carbonyl]amino]pyridin-2-carboxamid FC(C)(F)[C@]1(C[C@@H]([C@H](O1)C(=O)NC1=CC(=NC=C1)C(=O)N)C1=C(C(=C(C=C1)F)F)OC)C